2-(((S)-1-methylpyrrolidin-2-yl)methoxy)-7-(phthalazin-1-yl)-5,6,7,8-tetrahydropyrido[3,4-d]pyrimidin-4-ylpiperazine-1-carboxylate CN1[C@@H](CCC1)COC=1N=C(C2=C(N1)CN(CC2)C2=NN=CC1=CC=CC=C21)OC(=O)N2CCNCC2